CC=1N=C(SC1C(=O)N1CC(=C(C=C1)C(=O)O)C1=CC=CC=C1)C=1C=NC(=CC1)C 1-(4-methyl-2-(6-methylpyridin-3-yl)thiazole-5-carbonyl)-3-phenylpyridine-4-carboxylic acid